(1R,2R)-1-phenyl-2-(pyridin-3-ylmethyl)cyclohexanol C1(=CC=CC=C1)[C@@]1([C@H](CCCC1)CC=1C=NC=CC1)O